2-Chloro-N-(3-((2,6-dioxopiperidin-3-yl)amino)-5-fluorophenyl)acetamide ClCC(=O)NC1=CC(=CC(=C1)F)NC1C(NC(CC1)=O)=O